N-((S)-1-cyanoethyl)-4-(5-methyl-2-((1-((S*)-1,1,1-trifluoropropan-2-yl)-1H-pyrazol-4-yl)amino)pyrimidin-4-yl)benzamide C(#N)[C@H](C)NC(C1=CC=C(C=C1)C1=NC(=NC=C1C)NC=1C=NN(C1)[C@H](C(F)(F)F)C)=O |o1:25|